ONC(=O)C=1C=NC(=NC1)N(CC1=CC=2N=C(N=C(C2S1)N1CCOCC1)C1=CC2=C(NC(N2)=O)C=C1)C N-hydroxy-2-(methyl((4-morpholino-2-(2-oxo-2,3-dihydro-1H-benzo[d]imidazol-5-yl)thieno[3,2-d]pyrimidin-6-yl)methyl)amino)pyrimidine-5-carboxamide